N-[2-[3-[[[1-[1-(2,6-dioxo-3-piperidyl)-3-methyl-2-oxo-benzimidazol-4-yl]-4-piperidyl]-methyl-amino]methyl]cyclobutyl]-6-methoxy-indazol-5-yl]-6-(trifluoromethyl)pyridine-2-carboxamide O=C1NC(CCC1N1C(N(C2=C1C=CC=C2N2CCC(CC2)N(C)CC2CC(C2)N2N=C1C=C(C(=CC1=C2)NC(=O)C2=NC(=CC=C2)C(F)(F)F)OC)C)=O)=O